ClC1=C(C=CC=C1)NC(=O)C1=CN=C2N1C=C(C=C2)C2CCN(CC2)C N-(2-chlorophenyl)-6-(1-methylpiperidin-4-yl)imidazo[1,2-a]pyridine-3-carboxamide